4-(difluoromethyl)-N-[4-fluoro-5-(2-morpholin-4-ylpyrimidin-4-yl)-2-[(3R)-3,4-dimethylpiperazin-1-yl]phenyl]-6-oxo-1H-pyridine-3-carboxamide FC(C=1C(=CNC(C1)=O)C(=O)NC1=C(C=C(C(=C1)C1=NC(=NC=C1)N1CCOCC1)F)N1C[C@H](N(CC1)C)C)F